C1(=CC=C(C=C1)C1=CC(=CC=2CNS(OC21)(=O)=O)F)C2=CC=CC=C2 8-([1,1'-biphenyl]-4-yl)-6-fluoro-3,4-dihydrobenzo[e][1,2,3]oxathiazine 2,2-dioxide